CC=1C(=C(C=C(C1)C(F)(F)F)O)C=1C=CC=2C(N1)=NN(C2)[C@@H]2CCC=1N(C2)C(=CN1)C |o1:21| (R or S)-3-methyl-2-(2-(3-methyl-5,6,7,8-tetrahydroimidazo[1,2-a]pyridin-6-yl)-2H-pyrazolo[3,4-b]pyridin-6-yl)-5-(trifluoromethyl)phenol